FCCCNC1=CC(=C(O[C@@H]2O[C@@H]([C@@H]([C@@H]([C@H]2O)O)O)CO)C=C1)COC1=CC=C(C=C1)[N+](=O)[O-] (2S,3R,4S,5R,6R)-2-(4-((3-fluoropropyl)amino)-2-((4-nitrophenoxy)methyl)phenoxy)-6-(hydroxymethyl)tetrahydro-2H-pyran-3,4,5-triol